(1R,2S)-2-[3-{[2-isopropyl-4-(2-phenylethoxy)benzoyl]amino}-4-(trifluoromethyl)phenyl]cyclopropanecarboxylic acid C(C)(C)C1=C(C(=O)NC=2C=C(C=CC2C(F)(F)F)[C@@H]2[C@@H](C2)C(=O)O)C=CC(=C1)OCCC1=CC=CC=C1